C1(CCC1)C(=O)C1=CN(C=2N=CN=C(C21)N[C@@H]2CC[C@@H](N(C2)C(=O)OCC2=CC=CC=C2)C)COCC[Si](C)(C)C benzyl (2S,5R)-5-((5-(cyclobutanecarbonyl)-7-((2-(trimethylsilyl) ethoxy) methyl)-7H-pyrrolo[2,3-d]pyrimidin-4-yl) amino)-2-methylpiperidine-1-carboxylate